[N+](=O)([O-])C1=C(COC(=O)CCCCCCN)C=CC=C1 [[(2-nitrobenzyl)oxy]carbonyl]hexylamine